(3S,10R,13S)-17-(4-chloro-1H-imidazol-1-yl)-10,13-dimethyl-2,3,4,7,8,9,10,11,12,13,14,15-Dodecahydro-1H-cyclopenta[a]phenanthrene-3-yl acetate C(C)(=O)O[C@H]1CC[C@@]2(C3CC[C@@]4(C(=CCC4C3CC=C2C1)N1C=NC(=C1)Cl)C)C